ClC1=NC(=NC(=C1)C)SC 4-Chloro-6-methyl-2-(methylthio)pyrimidine